N1C[C@@H](CC1)CN1CC2(C1)CCC(CC2)NC([O-])=O (R)-(2-(pyrrolidin-3-ylmethyl)-2-azaspiro[3.5]nonan-7-yl)carbamate